N-(6-acetamidopyridin-3-yl)-4-((8-methyl-2,3-dihydro-1H-pyrido[2,3-b][1,4]oxazin-7-yl)amino)-2-oxo-1,2-dihydropyridine-3-carboxamide C(C)(=O)NC1=CC=C(C=N1)NC(=O)C=1C(NC=CC1NC1=C(C2=C(OCCN2)N=C1)C)=O